1-(5-pyrimidin-2-ylthiazol-4-yl)ethanamine N1=C(N=CC=C1)C1=C(N=CS1)C(C)N